di-tert-butyl 2-(2-propylallyl)-malonate C(CC)C(CC(C(=O)OC(C)(C)C)C(=O)OC(C)(C)C)=C